cinnamyl acetate (Cinnamylacetate) C(C=CC1=CC=CC=C1)CC(=O)O.C(C)(=O)OCC=CC1=CC=CC=C1